FC(C(=O)[O-])(F)F.N1(CCNCC1)C1=CC=C(C=C1)[NH-].N1(CCNCC1)C1=CC=C(C=C1)[NH-] bis-[(4-piperazin-1-yl-phenyl)-amide] trifluoroacetate